BrC1=CC2=C(N=C(O2)C2CCN(CC2)C2=C(C(N(C3=CC=CC=C23)C)=O)C#N)C=C1 4-[4-(6-Bromo-1,3-benzooxazol-2-yl)piperidin-1-yl]-1-methyl-2-oxo-1,2-dihydroquinoline-3-carbonitrile